C(C1=CC=CC=C1)OC(CC[C@@H](NC(=O)OCC1C2=CC=CC=C2C2=CC=CC=C12)C(=O)O)=O N-Fmoc-D-Glutamic Acid 5-Benzyl Ester